[Na+].C(C=C)(=O)NC(CC(=O)[O-])(C)C 3-acrylamido-3-methylbutanoic acid sodium salt